ClS(C=1C=CC(=NC1)F)(F)(F)(F)F 5-(chlorotetrafluoro-λ6-sulfanyl)-2-fluoropyridine